C(C)N(CC)C[Si](C)(C)OCC diethylaminomethylethoxydimethylsilane